C(C=C\C=C/C=C\C=C/C=C\CCCCCCCCC)(=O)OCC(OO)COC(C=C\C=C/C=C\C=C/C=C\CCCCCCCCC)=O 1,3-di-(5Z,8Z,11Z,14Z,17Z-eicosapentaenoyl)-2-hydroxy-glycerol